Methyl 2-(((tert-butoxycarbonyl)amino)methyl)-5-chloro-3-(4,4,5,5-tetramethyl-1,3,2-dioxaborolan-2-yl)-6-((2-(trimethylsilyl)ethoxy)methoxy)benzofuran-7-carboxylate C(C)(C)(C)OC(=O)NCC=1OC2=C(C1B1OC(C(O1)(C)C)(C)C)C=C(C(=C2C(=O)OC)OCOCC[Si](C)(C)C)Cl